COC(C1=C(N=C(C=C1)C)OC)=O 2-methoxy-6-methylnicotinic acid methyl ester